C1(CCC1)C(=O)O.C1(CCC1)C(=O)O.IC1=C(C=C(C=C1C)C)C iodomesitylene bis(cyclobutanecarboxylate)